(S)-2-hydroxy-N-(1-(4-((4-(1-hydroxy-3-(5-hydroxy-6-oxo-1,6-dihydropyrimidin-4-yl)propan-2-yl)phenyl)ethynyl)benzyl)piperidin-4-yl)acetamide OCC(=O)NC1CCN(CC1)CC1=CC=C(C=C1)C#CC1=CC=C(C=C1)[C@@H](CO)CC=1N=CNC(C1O)=O